methyl 6-tert-butyl-9-[1-(2-ethoxy-2-oxoethyl)-1H-1,2,4-triazol-3-yl]-10-methoxy-2-oxo-6,7-dihydro-2H-pyrido[2,1-a]isoquinoline-3-carboxylate C(C)(C)(C)C1N2C(C3=CC(=C(C=C3C1)C1=NN(C=N1)CC(=O)OCC)OC)=CC(C(=C2)C(=O)OC)=O